2,4,5-TRIHYDROXYBENZALDEHYDE OC1=C(C=O)C=C(C(=C1)O)O